NCC(C)(C)SSCC(=O)OC methyl 2-((1-amino-2-methylpropan-2-yl)disulfaneyl)acetate